2-(3-(cyclopropylmethyl)-5-(4-fluoro-3-(5-methylthiophen-2-yl)phenyl)-4-(3-fluoro-4-sulfamoylbenzyl)-1H-pyrazol-1-yl)thiazole-4-carboxylic acid C1(CC1)CC1=NN(C(=C1CC1=CC(=C(C=C1)S(N)(=O)=O)F)C1=CC(=C(C=C1)F)C=1SC(=CC1)C)C=1SC=C(N1)C(=O)O